N-(6-(3-chlorophenyl)pyridin-3-yl)-4-(2-methyl-6,7-dihydropyrazolo[1,5-a]pyrimidin-4(5H)-yl)-4-oxobutanamide ClC=1C=C(C=CC1)C1=CC=C(C=N1)NC(CCC(=O)N1C=2N(CCC1)N=C(C2)C)=O